Behenylarachidat C(CCCCCCCCCCCCCCCCCCCCC)OC(CCCCCCCCCCCCCCCCCCC)=O